BrC(C=NCC(F)F)(C)C 2-Bromo-N-(2,2-difluoroethyl)-2-methyl-propan-1-imine